FC1=C(C=C(C=C1)C(F)(F)F)CC#N 2-fluoro-5-(trifluoromethyl)benzeneacetonitrile